5-((3,5-diethyl-1-(4-nitrobenzyl)-1H-pyrazol-4-yl)methyl)-1-trityl-1H-tetrazol C(C)C1=NN(C(=C1CC1=NN=NN1C(C1=CC=CC=C1)(C1=CC=CC=C1)C1=CC=CC=C1)CC)CC1=CC=C(C=C1)[N+](=O)[O-]